(3-{[2-(4-cyclopropylphenyl)imidazo[1,2-a]pyrimidin-3-yl]methyl}-3,8-diazabicyclo[3.2.1]octan-8-yl)(6-methoxypyridin-2-yl)methanone C1(CC1)C1=CC=C(C=C1)C=1N=C2N(C=CC=N2)C1CN1CC2CCC(C1)N2C(=O)C2=NC(=CC=C2)OC